NCCCN(C1CCC(CC1)N1N=CC(=C(C1=O)Cl)NC[C@@H]1COCCC1)C1=CC=C(C=C1)F 2-((1s,4S)-4-((3-aminopropyl)(4-fluorophenyl)amino)cyclohexyl)-4-chloro-5-((((R)-tetrahydro-2H-pyran-3-yl)methyl)amino)pyridazin-3(2H)-one